COC1=CC2=C(N(C(=N2)S(=O)CC2=NC=C(C(=C2C)OC)C)C)C=C1 5-methoxy-2-[[(4-methoxy-3,5-dimethyl-2-pyridyl)methyl]sulfinyl]-1-methylbenzimidazole